3-chloro-2-piperazin-1-yl-N-[(3S)-3-piperidinyl]quinolin-6-amine dihydrochloride Cl.Cl.ClC=1C(=NC2=CC=C(C=C2C1)N[C@@H]1CNCCC1)N1CCNCC1